FC1=CC=C(C=C1)[Si](C)C (4-fluoro-phenyl)dimethyl-silicon